7-(2,3-dihydrobenzofuran-5-yloxy)-1-methyl-indazole-5-carbohydrazide O1CCC2=C1C=CC(=C2)OC=2C=C(C=C1C=NN(C21)C)C(=O)NN